C1(CCCCC1)NC1=C2C(=NC=C1C#CC=1C=C(C=CC1)O)NC=C2 3-((4-(cyclohexylamino)-1H-pyrrolo[2,3-b]pyridin-5-yl)ethynyl)phenol